methyl-6-fluoronaphthalene-2-ol CC1=C(C=CC2=CC(=CC=C12)F)O